N-methyl-1-(4-piperidinyl)-6,7-dihydro-4H-pyrazolo[4,3-c]Pyridine-5-carboxamide CNC(=O)N1CC2=C(CC1)N(N=C2)C2CCNCC2